FC(OC1=CC=NC(=C1)OC)F 4-(difluoromethoxy)-6-methoxypyridin